N-(4,4-difluoro-pyrrolidin-3-yl)-6-(6-(1-(trifluoromethyl)-cyclopropyl)imidazo-[1,2-a]pyridin-3-yl)-pyridin-2-amine FC1(C(CNC1)NC1=NC(=CC=C1)C1=CN=C2N1C=C(C=C2)C2(CC2)C(F)(F)F)F